(E)-1-iodo-4-(2-nitrovinyl)benzene IC1=CC=C(C=C1)\C=C\[N+](=O)[O-]